(1s,2r)-2-(benzyloxycarbonyl)cyclobutanecarboxylic acid C(C1=CC=CC=C1)OC(=O)[C@H]1[C@H](CC1)C(=O)O